3-(cyanomethyl)-7-(((3S,4R)-3-fluoro-1-methylpiperidin-4-yl)amino)-1,1-dioxidobenzo[b]thiophen C(#N)CC=1C2=C(S(C1)(=O)=O)C(=CC=C2)N[C@H]2[C@H](CN(CC2)C)F